((S)-1-(2,4-Difluorophenoxy)ethyl)-3-ethyl-8-(trifluoromethyl)[1,2,4]triazolo-[4,3-a]pyridine FC1=C(O[C@@H](C)C2=CC=C(C=3N2C(=NN3)CC)C(F)(F)F)C=CC(=C1)F